N=1N(COC2(C1C1=CC=CC=C1C2)C(=O)[O-])C(=O)[O-] indeno[1,3,4]oxadiazine-2,4a(3H,5H)-diformate